C1(=CC=CC=C1)C1=CC(=NO1)CC=1OC=C(N1)C(=O)O 2-((5-phenylisoxazol-3-yl)methyl)oxazole-4-carboxylic acid